OC(=O)C(F)(F)F.N1=CC=CC2=CC(=CC=C12)C1(CC1)C1=CN=C2N1C=C(C=N2)C=2C=C(C(=O)O)C=CC2 3-[3-(1-quinolin-6-ylcyclopropyl)imidazo[1,2-a]pyrimidin-6-yl]benzoic acid TFA salt